3,3-diphenyl-1,10-phenanthroline C1(=CC=CC=C1)C1(CN=C2C3=NC=CC=C3C=CC2=C1)C1=CC=CC=C1